tert-butyl 2-hydroxy-1-oxa-7-aza-2-boraspiro[4.5]decane-7-carboxylate OB1OC2(CC1)CN(CCC2)C(=O)OC(C)(C)C